BrC=1C=C(C(=NC1)C(C)(F)F)CBr 5-bromo-3-(bromomethyl)-2-(1,1-difluoroethyl)pyridine